1-(3,5-difluoro-4-{[3-(trifluoromethyl)-1-{[2-(trimethylsilyl)ethoxy]methyl}-1H-pyrrolo[2,3-b]pyridin-4-yl]oxy}phenyl)-3-[(3-methyloxetan-3-yl)methyl]urea FC=1C=C(C=C(C1OC1=C2C(=NC=C1)N(C=C2C(F)(F)F)COCC[Si](C)(C)C)F)NC(=O)NCC2(COC2)C